FC=1C=C(C#N)C=C(C1)N1CCN(CC1)C(=O)C1=NN(C(C2=CC=CC=C12)=O)C 3-fluoro-5-(4-(3-methyl-4-oxo-3,4-dihydrophthalazine-1-carbonyl)piperazin-1-yl)benzonitrile